C(C)N1C(C2=CC=C(C=C2CC1)OC)=O 2-ethyl-6-methoxy-3,4-dihydro-isoquinolin-1(2H)-one